C(C)C1(COCC1)C(=O)O 3-ethyloxolane-3-carboxylic acid